(S)-2,2-Dimethyl-1-(2-phenylazetidin-1-yl)but-3-yn-1-on CC(C(=O)N1[C@@H](CC1)C1=CC=CC=C1)(C#C)C